(2R)-N-[2-(1-benzylpiperidin-4-yl)ethyl]-4-(4-cyano-3-methylphenyl)-2-methylpiperazine-1-carboxamide C(C1=CC=CC=C1)N1CCC(CC1)CCNC(=O)N1[C@@H](CN(CC1)C1=CC(=C(C=C1)C#N)C)C